4-amino-1-(4-methoxy-2-methylphenyl)-2-oxo-7-(trifluoromethyl)1,2-dihydroquinoline-3-carboxylic acid methyl ester COC(=O)C=1C(N(C2=CC(=CC=C2C1N)C(F)(F)F)C1=C(C=C(C=C1)OC)C)=O